ClC=1C=C2C=CN=C(C2=C(C1)C)N(C(=O)C=1C=NC(=CC1)C=1N=NN(C1)C)[C@H]1CNCCC1 N-(6-chloro-8-methyl-1-isoquinolyl)-6-(1-methyltriazol-4-yl)-N-[(3R)-3-piperidyl]pyridine-3-carboxamide